N-(8,9-Difluoro-6-(methylamino)-1,4-dihydro-2H-pyrano[3,4-c]isoquinolin-1-yl)-5,6-difluoro-N-methyl-1H-indole-2-carboxamide FC=1C(=CC=2C3=C(N=C(C2C1)NC)COCC3N(C(=O)C=3NC1=CC(=C(C=C1C3)F)F)C)F